tert-butyl 4-(((7S)-7-(4-(methoxycarbonyl) phenyl)-1-oxa-8-azaspiro[4.5]dec-8-yl) methyl)-7-methyl-5-((trimethylsilyl) ethynyl)-1H-indole-1-carboxylate COC(=O)C1=CC=C(C=C1)[C@@H]1CC2(CCCO2)CCN1CC1=C2C=CN(C2=C(C=C1C#C[Si](C)(C)C)C)C(=O)OC(C)(C)C